[B](F)F.CC=1C=C(C=CC1)C(CC(=O)C1=CC=CC=C1)=O 1-(3-methylphenyl)-3-phenylpropane-1,3-dione boron difluoride